N-(2-(9-azabicyclo[3.3.1]nonan-9-yl)ethyl)-6-methyl-5-((1-methyl-6-((1-methyl-1H-pyrazol-4-yl)amino)-1H-pyrazolo[3,4-d]pyrimidin-3-yl)amino)nicotinamide C12CCCC(CCC1)N2CCNC(C2=CN=C(C(=C2)NC2=NN(C1=NC(=NC=C12)NC=1C=NN(C1)C)C)C)=O